CC(CO)OC(CO)C 2,4-dimethyl-3-oxa-1,5-pentanediol